(3S,4S)-8-(3-((2-chloro-3-(1-ethyl-1H-pyrazol-3-yl)phenyl)mercapto)-1,2,4-triazin-6-yl)-3-methyl-2-oxa-8-azaspiro[4.5]decan-4-amine ClC1=C(C=CC=C1C1=NN(C=C1)CC)SC=1N=NC(=CN1)N1CCC2([C@@H]([C@@H](OC2)C)N)CC1